N-(6-(5-chloro-6-fluoro-7-((1-propionylazetidin-3-yl)oxy)-1H-indazol-4-yl)imidazo[1,2-a]pyrazin-2-yl)acetamide ClC=1C(=C2C=NNC2=C(C1F)OC1CN(C1)C(CC)=O)C=1N=CC=2N(C1)C=C(N2)NC(C)=O